C(C1=CC=CC=C1)OC=1C=CC=C2C=C(NC12)C=1OC2=C(C1CCO[Si](C1=CC=CC=C1)(C1=CC=CC=C1)C(C)(C)C)C(=CC(=C2)C(=O)OCC)OC ethyl 2-(7-(benzyloxy)-1H-indol-2-yl)-3-(2-((tert-butyldiphenylsilyl)oxy)ethyl)-4-methoxybenzofuran-6-carboxylate